racemic-acetoin O[C@@H](C(C)=O)C |r|